C(C)(C)OC=1C(=CC=2C(N1)=NNC2)C(=O)N 6-isopropoxy-2H-pyrazolo[3,4-b]Pyridine-5-carboxamide